2-hydroxyethyl-methacrylamide OCCC=C(C(=O)N)C